1-Tetralon C1(CCCC2=CC=CC=C12)=O